Cl.CC(CC1=C2C(=NN(C2=CC=C1C1=C(C=CC(=C1)C#N)Cl)C(=O)O)NC(=O)[C@H]1CNCCC1)C 2-Methylpropyl-5-(2-chloro-5-cyanophenyl)-3-{[(3R)-piperidin-3-ylcarbonyl]amino}-1H-indazole-1-carboxylic acid hydrochloride